C(C)(=O)N1C(C(C2=CC=CC=C12)=O)=CC1=NC2=CC=C(C=C2C(=C1)C1=CC=NC2=CC=CC=C12)CNC1CCOCC1 1-acetyl-2-((6-(((tetrahydro-2H-pyran-4-yl)amino)-methyl)-[4,4'-biquinolin]-2-yl)-methylene)indolin-3-one